C(C)(C)(C)OC(=O)N1CC(C(CC1)NC1=CC=C2C(=NN(C2=C1)C)N1C(NC(CC1)=O)=O)(F)F.C(C)[Si](C1=CC=CC2=C1OC1=C2C=CC=C1[Si](CC)(CC)CC)(CC)CC 4,6-bis(triethylsilyl)dibenzofuran tert-Butyl-4-[[3-(2,4-dioxohexahydropyrimidin-1-yl)-1-methyl-indazol-6-yl]amino]-3,3-difluoro-piperidine-1-carboxylate